CC1=CC(=O)C2=C(C=C3C=C(C(=C(C3=C2O1)OC)C4=C(C5=C(C6=C4C=C(C=C6OC)OC)OC(=CC5=O)C)O)OC)O The molecule is a dimeric naphthopyran with formula C32H26O10, originally isolated from Aspergillus niger. It has a role as an Aspergillus metabolite. It is a biaryl, an aromatic ether, an aromatic ketone, a cyclic ketone, a polyphenol and a naphtho-gamma-pyrone.